CC1CC1C=1C=NN(C1)C 2-methyl-3-(1-methyl-1H-pyrazol-4-yl)cyclopropane